tert-butyl 2-(1-(4-(4-bromobutyl)-2-isopropylphenyl)-5-(2,6-dimethoxyphenyl)-1H-pyrazole-3-carboxamido)adamantane-2-carboxylate BrCCCCC1=CC(=C(C=C1)N1N=C(C=C1C1=C(C=CC=C1OC)OC)C(=O)NC1(C2CC3CC(CC1C3)C2)C(=O)OC(C)(C)C)C(C)C